BrC1=NN=C(S1)CN1C2(CC2)C(NC1=O)=O 4-[(5-bromo-1,3,4-thiadiazol-2-yl)methyl]-4,6-diazaspiro[2.4]heptane-5,7-dione